2-(4-(3-(5-chloro-1H-indol-3-yl)ureido)-2-fluoro-6-(trifluoromethyl-thiomethyl)phenoxy)ethylacetamide ClC=1C=C2C(=CNC2=CC1)NC(NC1=CC(=C(OCCCC(=O)N)C(=C1)CSC(F)(F)F)F)=O